CNCCN1CCOCC1 N-methyl-2-morpholino-ethanamine